CN1CCN(CC1)CC1=C(C=C(C=C1)NC(C1=CN=CC(=C1)C#CC1=CN=C2N1N=C(C=C2)N2CCSCC2)=O)C(F)(F)F N-(4-((4-Methylpiperazin-1-yl)methyl)-3-(trifluoromethyl)phenyl)-5-((6-thiomorpholinoimidazo[1,2-b]pyridazin-3-yl)ethynyl)nicotinamide